CN1C(C=2C=CC=C(C2C1)C=O)=O 2-Methyl-1-oxoisoindoline-4-carbaldehyde